chroman-indene C1C=CC2=CC=CC=C12.O1CCCC2=CC=CC=C12